4-(2,3,5-trimethyl-1H-pyrrol-1-yl)benzonitrile CC=1N(C(=CC1C)C)C1=CC=C(C#N)C=C1